C(C)(C)(C)OC(=O)N1C(=NC2=C1C=C(C=C2C(=O)C2OCCC2)Br)C2CC2 6-bromo-2-cyclopropyl-4-(tetrahydrofuran-2-carbonyl)-1H-benzo[d]imidazole-1-carboxylic acid tert-butyl ester